[Si](C1=CC=CC=C1)(C1=CC=CC=C1)(C(C)(C)C)OCCCC(=O)NC(C(=O)[O-])C1=CC=CC=C1 (4-{[tert-butyl(diphenyl)silyl]oxy}butanamido)(phenyl)acetate